silicate hydrate O.[Si](O)(O)(O)O